BrC1=NN(C(=C1C(C)C)I)COCC[Si](C)(C)C 3-bromo-5-iodo-4-isopropyl-1-((2-(trimethylsilyl)ethoxy)methyl)-1H-pyrazole